CO[Si](CCCNCCC[Si](O[Si](O[Si](O[Si](O[Si](CCl)(C)C)(C)C)(C)C)(C)C)(OC)OC)(OC)OC 1-(3-trimethoxysilylpropylaminopropyl)-1,1-dimethoxy-3,3,5,5,7,7,9,9-octamethyl-9-chloromethylpentasiloxane